CCC(C)CCCCCCCCCCCCCO The molecule is a long-chain primary fatty alcohol that is hexadecan-1-ol substituted by a methyl group at position 14. It derives from a hexadecan-1-ol.